C(CCC)C=1C(=C(C(=O)O)C(=CC1F)F)F n-butyl-2,4,6-trifluoro-benzoic acid